3-(tert-butyl)-N-((S)-2-(2-((1S,2R)-2-(trifluoromethyl)cyclopropane-1-carboxamido)pyridin-4-yl)-6,7,8,9-tetrahydro-5H-benzo[7]annulen-5-yl)-1,2,4-oxadiazole-5-carboxamide C(C)(C)(C)C1=NOC(=N1)C(=O)N[C@H]1CCCCC2=C1C=CC(=C2)C2=CC(=NC=C2)NC(=O)[C@@H]2[C@@H](C2)C(F)(F)F